sulphilimine [SH2]=N